NC1CCC(CC1)CN1CCN(CC1)C1=CC(=C(C=C1)C1CNCCC1)F 3-(4-(4-(((1r,4r)-4-aminocyclohexyl)methyl)piperazin-1-yl)-2-fluorophenyl)piperidine